FC=1C(=NC=CC1)SC=1C=2N(C=C(C1)C=1C=NN(C1C)C1CCC(CC1)NCC(F)(F)F)N=CC2C#N 4-((3-fluoropyridin-2-yl)thio)-6-(5-methyl-1-((1s,4s)-4-((2,2,2-trifluoroethyl)amino)cyclohexyl)-1H-pyrazol-4-yl)pyrazolo[1,5-a]pyridine-3-carbonitrile